FC=1C=CC2=C(C(NC=3CNC[C@H](C23)N(C(=O)C=2NC3=CC=CC=C3C2)C)=O)C1 (S)-N-(8-fluoro-6-oxo-1,2,3,4,5,6-hexahydrobenzo[c][1,7]naphthyridin-1-yl)-N-methyl-1H-indole-2-carboxamide